C1(CC1)N1N=C(C(=C1)N1C(SC=C1)C=1C=NNC1)OC N-(1-cyclopropyl-3-methoxy-1H-pyrazol-4-yl)-2-(1H-pyrazol-4-yl)-1,3-thiazole